C(#N)C1=CC=C(CS(=NC(C2=CC=C(C=C2)C2=NOC(=N2)C(F)(F)F)=O)(=O)C)C=C1 N-((4-cyanobenzyl)(methyl)(oxo)-λ6-sulfaneylidene)-4-(5-(trifluoromethyl)-1,2,4-oxadiazol-3-yl)benzamide